C(C)(C)(C)C1=NC=C(C=N1)C=1N=C2SCC(CN2C(C1C#N)=O)F 8-(2-(tert-butyl)pyrimidin-5-yl)-3-fluoro-6-oxo-3,4-dihydro-2H,6H-pyrimido[2,1-b][1,3]thiazine-7-carbonitrile